Copper oxide chloride [Cl-].[Cu+]=O